2-(benzofuran-5-yloxy)-5-(tert-butyl)benzenesulfonamide O1C=CC2=C1C=CC(=C2)OC2=C(C=C(C=C2)C(C)(C)C)S(=O)(=O)N